tert-butyl 4-[4-(2-bromo-4-methoxycarbonyl-phenoxy)-N-methyl-anilino]piperidine-1-carboxylate BrC1=C(OC2=CC=C(N(C)C3CCN(CC3)C(=O)OC(C)(C)C)C=C2)C=CC(=C1)C(=O)OC